C(C(C)C)C(C(=O)O)(C)C.CC(C(=O)OCC(C)C)C 2-methylpropyl 2-methylpropanoate (ISOBUTYL ISOBUTYRATE)